ClC1=NC=2CC[C@H](CC2C(=N1)Cl)C1=CC=C(C=C1)F (R)-2,4-dichloro-6-(4-fluorophenyl)-5,6,7,8-tetrahydroquinazoline